ClC1=C(C(CC1)C1=C(C=C(C=C1)C)C)C=O 2-chloro-5-(2,4-dimethylphenyl)cyclopent-1-ene-1-carbaldehyde